FC1=C(C=CC(=C1)F)C(CN1N=NC(=C1)COC1=CC=C(C=C1)C=CC(=O)C1=CC=C(C=C1)N1CCN(CC1)CC1=CC=C(C=C1)OC)(CN1N=CN=C1)O 3-(4-((1-(2-(2,4-Difluorophenyl)-2-hydroxy-3-(1H-1,2,4-triazol-1-yl)propyl)-1H-1,2,3-triazol-4-yl)methoxy)phenyl)-1-(4-(4-(4-methoxybenzyl)piperazin-1-yl)phenyl)prop-2-en-1-one